[C@H]12[C@@H](CC[C@H](CC1)N2)N2C=NC1=C2N=NC(=C1C)C1=C(C=C(C=C1)C(F)(F)F)O 2-(7-((1R,2R,5S)-8-azabicyclo[3.2.1]octan-2-yl)-4-methyl-7H-imidazo[4,5-c]pyridazin-3-yl)-5-(trifluoromethyl)phenol